Propenyl isothiocyanate C(=CC)N=C=S